C1(CC1)N(C(N[C@@H](C(=O)O)[C@@H](C)C1=CC(=C(C=C1)NC([C@H](C(C1CCC1)C1CCC1)NC(=O)C1=CC=NN1CC)=O)F)=O)C (2R,3S)-2-(3-cyclopropyl-3-methylureido)-3-(4-((S)-3,3-dicyclobutyl-2-(1-ethyl-1H-pyrazole-5-carboxamido)propanamido)-3-fluorophenyl)butanoic acid